C1(CC1)C=1C(=C2C(=NC1C)CCC2)NC(=O)N=[S@@](=O)(N)C=2SC(=CN2)C(C)(C)O (S)-N'-((3-cyclopropyl-2-methyl-6,7-dihydro-5H-cyclopenta[b]pyridin-4-yl)carbamoyl)-5-(2-hydroxypropan-2-yl)thiazole-2-sulfonimidamide